NCC1=CC2=C(C(N(N=C2C(C)C)CC(=O)NC2=NC=CC=N2)=O)S1 [2-(aminomethyl)-7-oxo-4-(prop-2-yl)-6h,7h-thieno[2,3-d]pyridazin-6-yl]-N-(pyrimidin-2-yl)acetamide